8-(1-methyl-3-(3,4,5-trimethoxyphenyl)-4,5,6,7-tetrahydro-2H-isoindol-2-yl)naphthalen-2-ol CC=1N(C(=C2CCCCC12)C1=CC(=C(C(=C1)OC)OC)OC)C=1C=CC=C2C=CC(=CC12)O